C(C)(C)(C)C1(N(CCC12N(C1=NC(=C(C=C1CC2)C=2N=NN(N2)C)C)C(=O)O)C(=O)O)C(C)(C)C.C(C)(C)(C)C=2C=C(C=C(C2)OC(F)(F)F)CO (3-(tert-butyl)-5-(trifluoromethoxy)phenyl)methanol Di-tert-butyl-7-methyl-6-(2-methyl-2H-tetrazol-5-yl)-3,4-dihydro-1H-spiro[1,8-naphthyridine-2,3'-pyrrolidine]-1,1'-dicarboxylate